NC(N)C1CCCCC1 DIAMINOMETHYLCYCLOHEXANE